C(C)(=O)OCC(CCC(C(=O)O)(C)C1=CC(=CC=C1)I)(C)C 6-acetoxy-2-(3-iodophenyl)-2,5,5-trimethylhexanoic acid